N-Boc-4-(6-amino-hexyl)-piperidine C(=O)(OC(C)(C)C)N1CCC(CC1)CCCCCCN